C(C)(C)N1C(N(C2=CC=3C(=NN=C(C3C=C21)N[C@H](C)C2=CC(=CC=C2)C(C(C)(C)O)(F)F)C)C)=O 3-isopropyl-1,8-dimethyl-5-[[(1R)-1-[3-(1,1-difluoro-2-hydroxy-2-methyl-propyl)phenyl]ethyl]amino]imidazo[4,5-g]phthalazin-2-one